ClC1=C(C=CC(=C1)Cl)C(CN1C=NC=C1)O alpha-(2,4-dichlorophenyl)-imidazole-1-ethanol